7-Bromo-2,4-dihydroindeno[1,2-c]pyrazole BrC1=CC=C2CC=3C(=NNC3)C2=C1